N-[[3-hydroxy-1-(pyrrolidin-1-ylmethyl)cyclobutyl]methyl]-4,5,6,7,8,9-hexahydrocycloocta[b]thiophene-2-carboxamide OC1CC(C1)(CN1CCCC1)CNC(=O)C1=CC2=C(S1)CCCCCC2